3-methoxymethyl-1,2-dimethylimidazolium COC[N+]1=C(N(C=C1)C)C